2-pyrimidin-4-yl-but-3-yn-2-ol N1=CN=C(C=C1)C(C)(C#C)O